N1CCC(CC1)CCN1CCN(CC1)C=O (4-(2-(piperidin-4-yl)ethyl)piperazin-1-yl)methanone